FC=1C=NC(=NC1)C=1C(=C(C=CC1)NC1=CC(=NC=C1C(NC)=O)NC1=NC=C(C(=O)O)C=C1)OC 6-((4-((3-(5-fluoropyrimidin-2-yl)-2-methoxyphenyl)amino)-5-(methylcarbamoyl)pyridin-2-yl)amino)nicotinic acid